(E)-4-(2-(1,8-naphthyridin-2-yl)vinyl)-1H-pyrrole-2-carboxylic acid ethyl ester C(C)OC(=O)C=1NC=C(C1)\C=C\C1=NC2=NC=CC=C2C=C1